(E)-2-(3-(3-ethoxy-3-oxoprop-1-en-1-yl)phenyl)-4-((2-hydroxyethyl)thio)-2-methylbutanoic acid C(C)OC(/C=C/C=1C=C(C=CC1)C(C(=O)O)(CCSCCO)C)=O